2-Chloro-N-(tricyclo[3.3.1.13,7]dec-1-yl)benzenesulfonamide ClC1=C(C=CC=C1)S(=O)(=O)NC12CC3CC(CC(C1)C3)C2